N5-acetyl-N5-hydroxy-L-ornithine C(C)(=O)N(CCC[C@H](N)C(=O)O)O